C(CCCC)C1(CCCCCCCC1)CCCCC di(n-pentyl)cyclononane